3-(5-(((1R,2S)-2-(diethylamino)-3-methylcyclopentyl)oxy)-1-oxoisoindolin-2-yl)piperidine-2,6-dione C(C)N([C@@H]1[C@@H](CCC1C)OC=1C=C2CN(C(C2=CC1)=O)C1C(NC(CC1)=O)=O)CC